C1(CC1)C1=NN(C2=C(C=CC=C12)C(C(=O)OC(C)(C)C)N1CC(C1)OCCCCCC1=NC=2NCCCC2C=C1)C tert-butyl 2-(3-cyclopropyl-1-methyl-1H-indazol-7-yl)-2-(3-(5-(5,6,7,8-tetrahydro-1,8-naphthyridin-2-yl)pentyloxy)azetidin-1-yl)acetate